8-((4,6-difluoro-3,3-dimethylindolin-1-yl)methyl)-N,N-dimethyl-2-morpholino-4-oxo-4H-chromene-6-carboxamide FC1=C2C(CN(C2=CC(=C1)F)CC=1C=C(C=C2C(C=C(OC12)N1CCOCC1)=O)C(=O)N(C)C)(C)C